NC=1C=2N(C3=CC(=CC=C3N1)C(=O)N(CC1=NC=C(C=C1)C(F)(F)F)C1CC1)C=NC2C 4-amino-N-cyclopropyl-3-methyl-N-((5-(trifluoromethyl)pyridin-2-yl)methyl)imidazo[1,5-a]quinoxaline-8-formamide